FC1=C(C=CC=C1)NN=C\1C(=NN/C1=N/[H])N (E)-4-(2-(2-fluorophenyl)hydrazineylidene)-5-imino-4,5-dihydro-1H-pyrazol-3-amine